(1S,3aR,6aS)-N-(5-Chloro-2,4-difluorophenyl)-N-methyl-3-oxooctahydrocyclopenta[c]pyrrole-1-carboxamide ClC=1C(=CC(=C(C1)N(C(=O)[C@H]1NC([C@H]2[C@@H]1CCC2)=O)C)F)F